FC1=CC=C(C=C1)C1=NN(C=C1N1C(SC=C1)C=1C=NNC1)C N-[3-(4-fluorophenyl)-1-methyl-1H-pyrazol-4-yl]-2-(1H-pyrazol-4-yl)-1,3-thiazole